C(#N)C(CCC(=O)O)(C)SC(=S)C1=CC=CC=C1 4-cyano-4-(phenylthiocarbonylthio)pentanoic acid